butyl carboxymethyl sulfone C(=O)(O)CS(=O)(=O)CCCC